CC(C(=O)NC1=CC=CC2=CC=CC=C12)=C 2-methyl-N-naphthalen-1-yl-acrylamide